1-octadecyl-3-methylimidazole bromine salt [Br].C(CCCCCCCCCCCCCCCCC)N1CN(C=C1)C